FC1=C(C=CC=C1F)C1=CN(C2=CC=C(C=C12)S(=O)(=O)NC)C1=CC=C(C=C1)C(F)(F)F 3-(2,3-difluorophenyl)-N-methyl-1-(4-(trifluoromethyl)phenyl)-1H-indole-5-sulfonamide